methyl (1R,3R)-2-(2-chloroacetyl)-1-(4-carboxyphenyl)-2,3,4,9-tetrahydro-1H-pyrido[3,4-b]indole-3-carboxylate ClCC(=O)N1[C@@H](C=2NC3=CC=CC=C3C2C[C@@H]1C(=O)OC)C1=CC=C(C=C1)C(=O)O